1,3-dioxolane-2-yl-methylether O1C(OCC1)OC